C(C=C)(=O)N1CC2(C1)CN(CC2)C2=C(C(=C1C(=N2)CC(C1)C(C)C)C1=C2C=NNC2=CC=C1C)C#N 2-(2-acryloyl-2,6-diazaspiro[3.4]octan-6-yl)-6-isopropyl-4-(5-methyl-1H-indazol-4-yl)-6,7-dihydro-5H-cyclopenta[b]pyridine-3-carbonitrile